C(C)(=O)ON1CCN(CCN(CCN(CC1)CC(=O)ON1C(CCC1=O)=O)OC(C)=O)OC(C)=O 2'-(10-(2-((2,5-dioxopyrrolidin-1-yl) oxy)-2-oxoethyl)-1,4,7,10-tetraazacyclododecane-1,4,7-triyl) triacetate